C(C)(C)(C)C1=C(C(=C(C)C(=C1)[N+](=O)[O-])[N+](=O)[O-])OC 4-tertiary butyl-3-methoxy-2,6-dinitrotoluene